C1(CC1)C=1C(NC=2C=C(C=NC2C1)CN1CCN(CC1)C1=NC=C(C=N1)C#N)=O 2-(4-((7-cyclopropyl-6-oxo-5,6-dihydro-1,5-naphthyridin-3-yl)methyl)piperazin-1-yl)pyrimidine-5-Nitrile